chromeno-xantheneium C1=C2C=C3C(C=CC=4OC=5C=CC=CC5CC34)=[O+]C2=CC=C1